FC1=CC=C(C(=O)N[C@@H](CC2=CC=C(C=C2)F)C(=O)N[C@@H](CC2=CC=CC=C2)CO)C=C1 N-(N-p-fluorobenzoyl-L-p-fluorophenylalanyl)-L-phenylalaninol